ClC1=CC(=NC=C1)C(CCC[C@H](C)N[S@](=O)C(C)(C)C)(F)F (R)-N-((S)-6-(4-chloropyridin-2-yl)-6,6-difluorohexane-2-yl)-2-methylpropane-2-sulfinamide